C(C=C)(=O)N1[C@H](CN(CC1)C1=NC(=NC2=CC(=C(C=C12)F)C1=CN=CC2=CC=CC(=C12)Cl)OCC12CCCN2CCC1)CC#N (S)-2-(1-acryloyl-4-(7-(5-chloroisoquinolin-4-yl)-6-fluoro-2-((tetrahydro-1H-pyrrolizin-7a(5H)-yl)methoxy)quinazolin-4-yl)piperazin-2-yl)acetonitrile